C(=O)C=1C=CC(=C2C=CN=NC12)N1CCN(CC1)C(=O)OC(C)(C)C tert-butyl 4-(8-formylcinnolin-5-yl)piperazine-1-carboxylate